1-(3-chlorobenzyl)-4-(4-methylpiperazin-1-yl)-2-(trifluoromethyl)-1H-Indole, hydrochloride salt Cl.ClC=1C=C(CN2C(=CC3=C(C=CC=C23)N2CCN(CC2)C)C(F)(F)F)C=CC1